C(C)(C)(C)OC(=O)N(CC(=O)O)CCSSC(C)(C)C 2-((tert-butoxycarbonyl)(2-(tert-butyldisulfanyl)ethyl)amino)acetic acid